2-chloro-6-(pyridin-2-yl)pyrazine ClC1=NC(=CN=C1)C1=NC=CC=C1